BrC=1C=C2C(=NC1)C(CN2)(C)C 6-bromo-3,3-dimethyl-2,3-dihydro-1H-pyrrolo[3,2-b]pyridine